tert-butyl 4-{3-carbamoyl-2-[4-(2,4-difluorophenoxy)phenyl]-4,5,6,7-tetrahydro-2H-pyrazolo[4,3-b]pyridin-7-yl}piperazine-1-carboxylate C(N)(=O)C=1N(N=C2C1NCCC2N2CCN(CC2)C(=O)OC(C)(C)C)C2=CC=C(C=C2)OC2=C(C=C(C=C2)F)F